Terpinyl Isovalerate CC1=CCC(CC1)C(C)(C)OC(=O)CC(C)C